NC=1C(=NC(=CC1)Cl)NC1=CC(=C(C(=O)OC)C=C1)F methyl 4-((3-amino-6-chloropyridin-2-yl)amino)-2-fluorobenzoate